C1(=CC=CC=C1)N=NNC1=CC=CC=C1 1,3-diphenyltriazene